FC(C(=O)O)(F)F.BrC1=CC=C(C[C@@H]2N(C[C@@H](OC2)C)C2CCN(CC2)C=2NC(=NN2)N)C=C1 5-(4-((2S,5S)-5-(4-bromobenzyl)-2-methylmorpholino)piperidin-1-yl)-4H-1,2,4-triazol-3-amine 2,2,2-trifluoroacetate